BrC=1C(NC=C(C1)Cl)=O 3-bromo-5-chloropyridin-2(1H)-one